propyl-(methyl)dimethoxysilane 5,6-dihydrouridine-5'-triphosphate P(O)(=O)(OP(=O)(O)OP(=O)(O)O)OC[C@@H]1[C@H]([C@H]([C@@H](O1)N1C(=O)NC(=O)CC1)O)O.C(CC)[Si](OC)(OC)C